ClC1=CC=C2C(=C(N(C2=C1C#N)C)C1=NNC(=N1)C(F)(F)F)N1C=NC=C1 6-chloro-3-(1H-imidazol-1-yl)-1-methyl-2-(5-(trifluoromethyl)-1H-1,2,4-triazol-3-yl)-1H-indole-7-carbonitrile